(R)-1-ethyl-5-(6-(2-hydroxy-6-methyl-4-(trifluoromethyl)phenyl)-2H-pyrazolo[3,4-b]pyridin-2-yl)piperidin-2-one C(C)N1C(CC[C@H](C1)N1N=C2N=C(C=CC2=C1)C1=C(C=C(C=C1C)C(F)(F)F)O)=O